FC1(C(CCCC1)NC1=CC(=NC(=N1)C=1SC=C(N1)C)C(C)=O)F 1-(6-((2,2-difluorocyclohexyl)amino)-2-(4-methylthiazol-2-yl)pyrimidin-4-yl)ethan-1-one